C1(CC1)CCN([C@H]1C[C@@H](CC1)CNC(OC(C)(C)C)=O)C1=C2CN(C(C2=CC=C1)=O)C1C(NC(CC1)=O)=O tert-butyl (((1R,3R)-3-((2-cyclopropylethyl)(2-(2,6-dioxopiperidin-3-yl)-1-oxoisoindolin-4-yl)amino)cyclopentyl)methyl)carbamate